CN(CC#C)C1=C(C=NN1C2=NN3CCCCC3=C2Cl)C#N The molecule is an organochlorine compound, a nitrile, a terminal acetylenic compound and a biaryl. It has a role as an EC 1.3.3.4 (protoporphyrinogen oxidase) inhibitor, an agrochemical and a herbicide.